C(C)(C)(C)OC(=O)N1C(CNCC1)C(COC1=CC=C(C=C1)C1CCN(CC1)C=1CCC=2N(N1)C(=NN2)C(F)(F)F)=O (2-(4-(1-(3-(trifluoromethyl)-7,8-dihydro-[1,2,4]triazolo[4,3-b]pyridazin-6-yl)piperidin-4-yl)phenoxy)acetyl)piperazine-1-carboxylic acid tert-butyl ester